2-(methylamino)butyramide CNC(C(=O)N)CC